vinyl-tris-(β-methoxyethoxy)silane C(=C)[Si](OCCOC)(OCCOC)OCCOC